Ethyl 1-(2-((tert-butoxycarbonyl) amino) ethyl)-5-(trifluoromethyl)-1H-pyrrolo[2,3-c]pyridine-2-carboxylate C(C)(C)(C)OC(=O)NCCN1C(=CC=2C1=CN=C(C2)C(F)(F)F)C(=O)OCC